6-(1-(tetrahydro-2H-pyran-2-yl)-1H-pyrazol-4-ylsulfanyl)phthalazin-1(2H)-one O1C(CCCC1)N1N=CC(=C1)SC=1C=C2C=NNC(C2=CC1)=O